biphenyl-3,3'-diamine C1(=CC(=CC=C1)N)C1=CC(=CC=C1)N